(1S,2S)-N-(7-chloro-6-(1-((3S,4S)-4-hydroxy-3-methyltetrahydrofuran-3-yl)piperidin-4-yl)isoquinolin-3-yl)-2-(difluoromethyl)cyclopropane-1-carboxamide ClC1=C(C=C2C=C(N=CC2=C1)NC(=O)[C@@H]1[C@H](C1)C(F)F)C1CCN(CC1)[C@]1(COC[C@H]1O)C